CN1C(C2=C(C=C1)C(=CN2)C2=CC=C(C=C2)CN2CCC1(CCO1)CC2)=O 6-Methyl-3-(4-(1-oxa-7-azaspiro[3.5]non-7-ylmethyl)phenyl)-1H-pyrrolo[2,3-c]pyridin-7(6H)-one